C(CC)S(=O)(=O)OC1=C(C(=C(C=C1)C=C)C)C dimethyl-(4-vinylphenyl) propanesulfonate